CS(=O)(=O)OC(C=CCCC(=O)OCC)CCOS(=O)(=O)C ethyl 6,8-dimethyl-sulfonyloxy-oct-4-enoate